1,5-difluoro-2-(trifluoromethyl)-4-[1-(trifluoromethyl)vinyl]benzene FC1=C(C=C(C(=C1)F)C(=C)C(F)(F)F)C(F)(F)F